C(C)(C)(C)OC(=O)N1C2CN(CC1C2)C2=CC=1C(=C(N=NC1Cl)C)C=N2 3-(1-chloro-4-methylpyrido[3,4-d]pyridazin-7-yl)-3,6-diazabicyclo[3.1.1]heptane-6-carboxylic acid tert-butyl ester